COC=1C=C(C=CC1OC)C=1NC2=CC=C(C=C2C1C(C)C)C=1SC=C(N1)C(=O)NC1CCN(CC1)C(C)C 2-(2-(3,4-dimethoxyphenyl)-3-isopropyl-1H-indol-5-yl)-N-(1-isopropylpiperidin-4-yl)thiazole-4-carboxamide